5-((5-chloro-2-fluoropyrimidin-4-yl)amino)-1-(2,2-dimethoxyethyl)-3-(3-hydroxy-3-methylbutyl)-1,3-dihydro-2H-benzo[d]imidazol-2-one ClC=1C(=NC(=NC1)F)NC1=CC2=C(N(C(N2CCC(C)(C)O)=O)CC(OC)OC)C=C1